N-[[3-[4-bromo-1-(2,2,2-trifluoroethyl)indol-2-yl]-1,2,4-oxadiazol-5-yl]methyl]-1-(4-methyltetrahydropyran-4-yl)pyrrole-3-carboxamide BrC1=C2C=C(N(C2=CC=C1)CC(F)(F)F)C1=NOC(=N1)CNC(=O)C1=CN(C=C1)C1(CCOCC1)C